Cl.Cl.Cl.O=C1NC(CC[C@H]1NC(C1=NC=C(C=C1)N1CCN(CC1)C1CCNCC1)=O)=O |r| (±)-N-(2,6-Dioxopiperidin-3-yl)-5-(4-(piperidin-4-yl)piperazin-1-yl)picolinamide trihydrochloride